BrC=1C=CC(=C(C1)C(C(F)(F)F)=NO)F 1-(5-bromo-2-fluoro-phenyl)-2,2,2-trifluoro-ethanone oxime